3-Bromoprop-2-yn-1-yl (2-(3,4-difluoro-2-((2-fluoro-4-iodophenyl)amino)benzamido)ethyl)(methyl)carbamate FC=1C(=C(C(=O)NCCN(C(OCC#CBr)=O)C)C=CC1F)NC1=C(C=C(C=C1)I)F